tricyclo[4.3.0.12,5]-decene C12=C3CCC(C2CCC1)C3